FC(C(=O)O)(F)F.C(#N)C1(CC1)NC([C@H](CC(C)(C)F)N[C@H](C(F)(F)F)C=1C=CC2=C(OC3=C2C=C(C=C3)C=3N=CN(C3C)C)C1)=O (S)-N-(1-cyanocyclopropyl)-2-((1-(8-(1,5-dimethyl-1H-imidazol-4-yl)dibenzo[b,d]furan-3-yl)-(S)-2,2,2-trifluoroethyl)amino)-4-fluoro-4-methylpentanamide trifluoroacetate